CNC(=O)C=1C=C2C(N(CC2=CC1)C1=NC=CC(=C1)C(C)SC1=NN=CN1C)=O N-methyl-2-(4-[1-[(4-methyl-4H-1,2,4-triazol-3-yl)sulfanyl]ethyl]pyridin-2-yl)-3-oxo-2,3-dihydro-1H-isoindole-5-carboxamide